tert-Butyl ((3R,5R,6S)-6-methyl-2-oxo-1-(2,2,2-trifluoroethyl)-5-(2,3,6-trifluorophenyl)piperidin-3-yl)carbamate C[C@H]1[C@H](C[C@H](C(N1CC(F)(F)F)=O)NC(OC(C)(C)C)=O)C1=C(C(=CC=C1F)F)F